3-(3-amino-phenyl)-4-(1-methyl-1H-indol-3-yl)pyrrole-2,5-dione NC=1C=C(C=CC1)C=1C(NC(C1C1=CN(C2=CC=CC=C12)C)=O)=O